tert-butyl 4-(4-bromo-3-fluoro-phenoxy)piperidine-1-carboxylate BrC1=C(C=C(OC2CCN(CC2)C(=O)OC(C)(C)C)C=C1)F